C(#N)C=1C=NN2C1C(=CC(=C2)OCC)C=2C=CC(=NC2)N2C[C@H](CC2)NC(OC(C)(C)C)=O tert-butyl (S)-(1-(5-(3-cyano-6-ethoxypyrazolo[1,5-a]pyridin-4-yl)pyridin-2-yl)pyrrolidin-3-yl)carbamate